3-[(1Z)-2-(5-Aminopyrazin-2-yl)-2-fluoroethenyl]-N-[(1S,2S)-5,5-difluoro-2-hydroxycyclohexyl]-4-(difluoromethoxy)benzamide NC=1N=CC(=NC1)/C(=C/C=1C=C(C(=O)N[C@@H]2[C@H](CCC(C2)(F)F)O)C=CC1OC(F)F)/F